(2E)-1-(2,6,6-trimethyl-1-cyclohexen-1-yl)-2-buten-1-one CC1=C(C(CCC1)(C)C)C(\C=C\C)=O